sodium tri-fluoroacetate FC(C(=O)[O-])(F)F.[Na+]